O=C1NC(CCC1N1C(C2=CC=CC(=C2C1=O)NCC=1C=NC=CC1)=O)=O 2-(2,6-dioxopiperidin-3-yl)-4-((pyridin-3-ylmethyl)amino)isoindoline-1,3-dione